N-cyclopropyl-2-(difluoromethoxy)-4-[7-(1-hydroxycyclobutyl)imidazo[1,2-a]pyridin-3-yl]-6-methoxybenzamide C1(CC1)NC(C1=C(C=C(C=C1OC)C1=CN=C2N1C=CC(=C2)C2(CCC2)O)OC(F)F)=O